N1N=CC=C2C1=CC=C2 cyclopenta[c]pyridazin